FC(C1=C(C=CC(=C1)C(F)(F)F)[C@@H](C)N1N=CC(=C1)NC(=O)C1=NOC(=C1)C1=C(C=CC=C1)OC)(F)F |r| (R)- and (S)-N-(1-(1-(2,4-bis(trifluoromethyl)phenyl)ethyl)-1H-pyrazol-4-yl)-5-(2-methoxyphenyl)isoxazole-3-carboxamide